2-(2-chloro-5-(2-(((S)-phenyl((R)-1,2,3,4-tetrahydro-1,5-naphthyridin-3-yl)methyl)amino)ethyl)phenyl)acetic acid ClC1=C(C=C(C=C1)CCN[C@@H]([C@H]1CNC2=CC=CN=C2C1)C1=CC=CC=C1)CC(=O)O